C1(CC1)N(CC[C@@H](C(=O)O)NC(=O)OC1CCC2=CC=CC=C12)CCCCC1=NC=2NCCCC2C=C1 (2S)-4-(cyclopropyl(4-(5,6,7,8-tetrahydro-1,8-naphthyridin-2-yl)butyl)amino)-2-((((2,3-dihydro-1H-inden-1-yl)oxy)carbonyl)amino)butanoic acid